COC(=O)C=1OC=CC1C(C)O (1-hydroxyethyl)furan-2-carboxylic acid methyl ester